N1CCC(CC1)C1=CC2=C(C(=NO2)C2C(NC(CC2)=O)=O)C=C1 3-(6-(piperidin-4-yl)benzo[d]isoxazol-3-yl)piperidine-2,6-dione